2-(2,6-Dichloro-phenyl)-5-[4-(6,7-dihydro-4H-pyrano[4,3-c]pyrazol-2-yl)-phenylamino]-2H-[1,2,3]triazole-4-carboxylic acid amide ClC1=C(C(=CC=C1)Cl)N1N=C(C(=N1)C(=O)N)NC1=CC=C(C=C1)N1N=C2C(=C1)COCC2